BrC=1C=C(C=CC1)SC1=C(C#N)C=CN=C1 3-[(3-bromophenyl)sulfanyl]isonicotinonitrile